4-methylbenzimidazole CC1=CC=CC=2N=CNC21